sodium ferric chloride [Fe](Cl)(Cl)Cl.[Na]